FC(C1=NN=C(O1)C1=CC(=C(CN2N=NC(=C2)C=2C=C(N(C)C)C=CC2)C=C1)F)F 3-(1-(4-(5-(difluoromethyl)-1,3,4-oxadiazol-2-yl)-2-fluorobenzyl)-1H-1,2,3-triazol-4-yl)-N,N-dimethylaniline